C1=CN(C(=O)NC1=O)[C@H]2[C@@H]([C@@H]([C@H](O2)COP(=O)([O-])OP(=O)([O-])O[C@@H]3[C@@H]([C@H]([C@H]([C@H](O3)C(=O)[O-])O)O)O)O)O The molecule is trianion of UDP-alpha-D-galacturonate arising from deprotonation of carboxy and diphosphate groups. It is a conjugate base of an UDP-alpha-D-galacturonic acid.